C[C@H]1N(CCN(C1=O)C)CCOC1=CC=C(C=C1)C=1C=C2C=CC(=NC2=CC1)C=1C2=C(C(N(C1)CC)=O)N(C=C2)S(=O)(=O)C2=CC=C(C)C=C2 (R)-4-{6-[4-(2-(2,4-dimethyl-3-oxopiperazin-1-yl)ethoxy)phenyl]quinolin-2-yl}-6-ethyl-1-tosyl-1H-pyrrolo[2,3-c]pyridin-7(6H)-one